C(C)(=O)N1[C@H](CCC2=CC(=CC=C12)C1=CC=C(C=C1)[C@@H](C)NC(=O)C=1N=C2N(C=C(N=C2N2CCOCC2)C=2C=NC(=NC2)N)C1)C N-((R)-1-(4-((S)-1-Acetyl-2-methyl-1,2,3,4-tetrahydroquinolin-6-yl)phenyl)ethyl)-6-(2-aminopyrimidin-5-yl)-8-morpholinoimidazo[1,2-a]pyrazine-2-carboxamide